C(C)(C)(C)OC(=O)N1CC(C(C1)O)CN.NC1=C(C(=NC(=N1)N1CC2(COC2)C(C1)CN)C(=O)N)C1=C(C(=CC=C1)Cl)Cl 6-amino-2-[8-(aminomethyl)-2-oxa-6-azaspiro[3.4]oct-6-yl]-5-(2,3-dichlorophenyl)pyrimidine-4-carboxamide tert-Butyl-3-(aminomethyl)-4-hydroxypyrrolidine-1-carboxylate